NCCS(=O)(=O)OC(N)=N guanyl taurinate